C(C(C)C)N1C(N(C(C=2C1=CN(C2C(=O)O)CC2=C(C=C(C(=C2)F)F)F)=O)C)=O isobutyl-3-methyl-6-(2,4,5-trifluorobenzyl)-2,4-dioxo-2,3,4,6-tetrahydro-1H-pyrrolo[3,4-d]Pyrimidine-5-carboxylic acid